[2H]C([2H])([2H])N1CC[C@]23[C@@H]4[C@H]1CC5=C2C(=C(C=C5)O)O[C@H]3[C@H](C=C4)O morphine-d3